2-(((cyclobutylthio)methyl)thio)-4-(1-cyclopropyl-1H-pyrazol-3-yl)-6-(pyrimidin-5-yl)nicotinonitrile C1(CCC1)SCSC1=C(C#N)C(=CC(=N1)C=1C=NC=NC1)C1=NN(C=C1)C1CC1